NC1=CC=C(C(=O)NC(C)(C)C)C=C1 4-amino-N-tert-butyl-benzamide